[2-Ethyl-6-(1,2,3,6-tetrahydro-pyridin-4-yl)-imidazo[1,2-a]pyridin-3-yl]-[3-(4-fluoro-phenyl)-[1,2,4]thiadiazol-5-yl]-methyl-amine C(C)C=1N=C2N(C=C(C=C2)C=2CCNCC2)C1N(C)C1=NC(=NS1)C1=CC=C(C=C1)F